C(C)(C)OC(C(CC(=O)[O-])=O)CC.[Mg+2].C(C)(C)OC(C(CC(=O)[O-])=O)CC magnesium isopropoxymono(ethylacetoacetate)